O=CC[C@H](CSC1=CC=CC=C1)NC1=C(C=C(C=C1)S(=O)(=O)N)S(=O)(=O)C(F)(F)F (R)-4-((4-oxo-1-(phenylthio)butan-2-yl)amino)-3-((trifluoromethyl)sulfonyl)benzenesulfonamide